O[C@H]1[C@@H](CN(CC1)CC1=C2C(=NC(=C1)C(=O)N)C(CC2)(C)C)C 4-(((3R,4R)-4-hydroxy-3-methylpiperidin-1-yl)methyl)-7,7-dimethyl-6,7-dihydro-5H-cyclopenta[b]pyridine-2-carboxamide